O=C(CN1C(N(C=2NC(NC(C12)=O)=O)C[C@@H]([C@@H]([C@@H](CO)O)O)O)=O)C 7-(2-Oxopropyl)-9-[(2S,3S,4R)-2,3,4,5-tetrahydroxypentyl]-7,9-dihydro-1H-purine-2,6,8(3H)-trione